C1(=CC=CC=C1)S(=O)(=O)ON=C(C#N)C=1SC=CC1 (benzenesulfonyloxyimino)-2-thiophenylacetonitrile